FC1=CC=C2C=CC=NC2=C1C=1C=CC(=NC1CCC(F)(F)F)N 5-(7-fluoroquinolin-8-yl)-6-(3,3,3-trifluoropropyl)pyridin-2-amine